C[C@@H]1[C@@H](CCCC1)C1=CN=C(S1)N1C([C@@H]2N(CCNC2)CC1)=O (R)-8-(5-((1R,2S)-2-Methylcyclohexyl)thiazol-2-yl)-9-oxooctahydro-2H-pyrazino[1,2-a]pyrazin